N-[2-(trifluoromethyl)phenyl]benzamide FC(C1=C(C=CC=C1)NC(C1=CC=CC=C1)=O)(F)F